N-[6-(5-chloro-1,3-benzoxazol-2-yl)spiro[3.3]heptan-2-yl]-5-[(2-methoxyacetyl)sulfamoyl]furan-2-carboxamide ClC=1C=CC2=C(N=C(O2)C2CC3(CC(C3)NC(=O)C=3OC(=CC3)S(NC(COC)=O)(=O)=O)C2)C1